[Si](C)(C)(C(C)(C)C)OCC(CN1N=C(N=C1Br)Br)=O 1-{[tert-butyl(dimethyl)silyl]oxy}-3-(3,5-dibromo-1H-1,2,4-triazol-1-yl)propan-2-one